1-[2-(3-fluoro-4-morpholin-4-yl-anilino)-pyrimidin-4-yl]-1H-indole-3-carboxamide FC=1C=C(NC2=NC=CC(=N2)N2C=C(C3=CC=CC=C23)C(=O)N)C=CC1N1CCOCC1